CC1=CC=C(C=C1)S(=O)(=O)OCCOCC1=CC(=CC=C1)COCCOS(=O)(=O)C1=CC=C(C=C1)C 2-[[3-([2-[(4-methylbenzenesulfonyl)oxy]ethoxy]methyl)phenyl]methoxy]ethyl 4-methylbenzenesulfonate